O=C1NC(CC[C@@H]1N1C(C2=CC=C(C=C2C1=O)OCC(=O)N1CCC(CC1)CNC1=C2N=CN(C2=NC=N1)C1CC(C1)NC(C1=NC(=CC=C1)C)=O)=O)=O N-((1s,3s)-3-(6-(((1-(2-((2-(2,6-dioxopiperidin-3-yl)-1,3-dioxoisoindoline-5-yl)oxy)acetyl)piperidin-4-yl)methyl)amino)-9H-purin-9-yl)cyclobutyl)-6-methylpicolinamide